ClC1=C(C=C(C=C1)C=1N=C(N(C1)C1=C(C=C(C=C1F)OC)F)NC(C1=CC=C(C=C1)OC(F)F)=O)C N-[4-(4-Chloro-3-methylphenyl)-1-(2,6-difluoro-4-methoxyphenyl)-1H-imidazol-2-yl]-4-(difluoromethoxy)benzamide